C(C)OC=1C=C(C=C(C1)OCC)C[N-]CCCCCC#CC1=CC=C(C=C1)F N-(3,5-diethoxyphenyl)methyl-7-(p-fluorophenyl)-6-heptynylamide